1,3-bis[2-(4-cyanatophenyl)propyl]benzene O(C#N)C1=CC=C(C=C1)C(CC1=CC(=CC=C1)CC(C)C1=CC=C(C=C1)OC#N)C